CC(C(C)=O)C 3-methylbutan-2-one